N3-(3-fluoro-4-(4-cyclohexylpiperazinyl)phenyl)-1H-1,2,4-triazole-3,5-diamine FC=1C=C(C=CC1N1CCN(CC1)C1CCCCC1)NC1=NNC(=N1)N